FOF C1-Cis-fluoroether